6-[2-[(3-fluorooxetan-3-yl)methoxy]pyrimidin-5-yl]-2-[(5-phenyl-1,3,4-thiadiazol-2-yl)methyl]-2,3-dihydropyridazin-3-one FC1(COC1)COC1=NC=C(C=N1)C=1C=CC(N(N1)CC=1SC(=NN1)C1=CC=CC=C1)=O